Histaminium C1=C(NC=N1)CC[NH3+]